tert-butyl (2s,5r)-4-(2-((2,2-difluoroethyl) amino)-1-(4-fluorophenyl)-2-oxoethyl)-2,5-dimethylpiperazine-1-carboxylate FC(CNC(C(C1=CC=C(C=C1)F)N1C[C@@H](N(C[C@H]1C)C(=O)OC(C)(C)C)C)=O)F